COC1=C(C(=CC=C1)OC)N1C(=NC=2C1=NC(=CN2)C(C(=O)N)C2=CC=CC=C2)C2=NC(=CC=C2)OCC 1-(2,6-dimethoxyphenyl)-2-(6-ethoxypyridin-2-yl)-1H-imidazo[4,5-b]pyrazin-6-yl-2-phenylacetamide